FC(C(OC(C(OC(=C(F)F)F)(F)F)(C(F)(F)F)F)(F)F)(F)F perfluoro(4-methyl-3,6-dioxa-7-octen)